BrC=1C=C(OC(C1OC)=O)C(=O)NC=1SC(=NN1)C=1N(C=CC1Cl)C 4-bromo-N-[5-(3-chloro-1-methylpyrrol-2-yl)-1,3,4-thiadiazol-2-yl]-5-methoxy-6-oxopyran-2-carboxamide